C1(C=CC(N1C(C(=O)O)CCCC)=O)=O N-e-Maleimido-caproic acid